C(#N)N1C[C@@H](C=C2C3=C4N(C[C@@H]12)C=CC4=CC=C3)C(=O)N(CC)CC (7aS,10R)-8-cyano-N,N-diethyl-7a,8,9,10-tetrahydro-7H-indolo[7,1-fg][1,7]naphthyridine-10-carboxamide